3-phenylheptamethyltrisiloxane C1(=CC=CC=C1)[Si](O[Si](C)(C)C)(O[Si](C)(C)C)C